tert-butyl N-[(trans)-4-aminocyclohexyl]carbamate N[C@@H]1CC[C@H](CC1)NC(OC(C)(C)C)=O